5-(2-Fluoro-4-methylphenoxy)-1-(oxan-4-yl)pyrazole-4-carboxylic acid FC1=C(OC2=C(C=NN2C2CCOCC2)C(=O)O)C=CC(=C1)C